ClC1=C(C(=NC(=C1)N(C)C1=C(C=C(C=C1F)S(=O)(=O)C)F)N(C1=NN(C(=C1)C)C1OCCCC1)CC1=CC=C(C=C1)OC)C1CC1 4-chloro-3-cyclopropyl-N6-(2,6-difluoro-4-(methylsulfonyl)phenyl)-N2-(4-methoxybenzyl)-N6-methyl-N2-(5-methyl-1-(tetrahydro-2H-pyran-2-yl)-1H-pyrazol-3-yl)pyridine-2,6-diamine